C(#N)C(C(=O)O)=CC1=CC=C(C=C1)N(C)C 2-cyano-3-(4-(dimethylamino)phenyl)acrylic acid